2-(1-(6-(4-(2-amino-3-nitropyridin-4-yl)-1H-pyrazol-1-yl)pyridin-3-yl)-2,2,2-trifluoroethoxy)acetonitrile NC1=NC=CC(=C1[N+](=O)[O-])C=1C=NN(C1)C1=CC=C(C=N1)C(C(F)(F)F)OCC#N